ClC1=C(C=CC=C1)C=1NC(=C(N1)C1=CC=CC=C1)C1=CC=CC=C1 2-(2-chlorophenyl)-4,5-Diphenylimidazole